CC1C(CC12CC(C2)NC(=O)NCC2=CC=C(C=C2)Cl)C(=O)O methyl-6-(3-(4-chlorobenzyl)ureido)spiro[3.3]heptane-2-carboxylic acid